2-amino-3'-hydroxy-2',6'-dimethyl-5-(2-((R)-3-(methylamino)pyrrolidin-1-yl)pyridin-4-yl)-[1,1'-biphenyl]-3-carboxamide NC1=C(C=C(C=C1C(=O)N)C1=CC(=NC=C1)N1C[C@@H](CC1)NC)C1=C(C(=CC=C1C)O)C